4-((2-(3,4-difluorophenyl)-7-glycyl-8,8-dimethyl-5,6,7,8-tetrahydroimidazo[1,2-a]pyrazin-3-yl)amino)-2-fluorobenzonitrile FC=1C=C(C=CC1F)C=1N=C2N(CCN(C2(C)C)C(CN)=O)C1NC1=CC(=C(C#N)C=C1)F